lauric acid N-octylamide C(CCCCCCC)NC(CCCCCCCCCCC)=O